CC(=O)N[C@@H]1[C@H]([C@H]([C@H](O[C@@H]1O[C@H]2[C@H]([C@H](O[C@H]([C@@H]2O)O[C@H]([C@H](CO)NC(=O)C)[C@H]([C@@H](CO)O)O)CO)O)CO)O)O The molecule is a glycoside consisting of N-acetyl-D-galactosaminitol having an N-acetyl-alpha-D-galactosaminyl-(1->3)-beta-D-galactosyl group attached at the 3-position. It is a glycoside and a glycosyl alditol derivative. It derives from a N-acetyl-D-galactosaminitol.